iodourethane INC(=O)OCC